FC1=CC2=C(N(C(=N2)N2C[C@H]([C@@H](CC2)F)N)CC2=NC=C(C=C2)S(=O)(=O)C)C=C1F (3R,4R)-1-(5,6-Difluoro-1-((5-(methylsulfonyl)pyridin-2-yl)methyl)-1H-benzo[d]imidazol-2-yl)-4-fluoropiperidin-3-amin